NC=1C=2N(C=CN1)C(=NC2C2=CC=C(CNC(C1=NC(=CC=C1OC)C)=O)C=C2)C2COCCC2 N-(4-(8-amino-3-(tetrahydro-2H-pyran-3-yl)imidazo[1,5-a]pyrazin-1-yl)benzyl)-3-methoxy-6-methylpicolinamide